1,2-bis(4-amino-3-carboxyphenoxy)ethane NC1=C(C=C(OCCOC2=CC(=C(C=C2)N)C(=O)O)C=C1)C(=O)O